[N+](=O)([O-])C=1C(=NC(=NC1C12CC(C1)(C2)C(F)(F)F)C=2CCOC(C2)C2=CC=1N(C=C2)N=CC1)N 5-nitro-2-(6-pyrazolo[1,5-a]pyridin-5-yl-3,6-dihydro-2H-pyran-4-yl)-6-[3-(trifluoromethyl)-1-bicyclo[1.1.1]pentanyl]pyrimidin-4-amine